(1-(4-(6,7-dimethoxyquinazolin-4-yl)piperazin-1-yl)cyclopropyl)methanamine COC=1C=C2C(=NC=NC2=CC1OC)N1CCN(CC1)C1(CC1)CN